OCCSC=1C(N(C(C1)=O)CCC)=O 3-((2-hydroxyethyl)thio)-1-propyl-1H-pyrrole-2,5-dione